(s)-1-(2-methoxyphenyl)-3-(1-phenylethyl)thiourea COC1=C(C=CC=C1)NC(=S)N[C@@H](C)C1=CC=CC=C1